Methyl 2-(3-chloro-5-fluorophenyl)-3-hydroxypropionate ClC=1C=C(C=C(C1)F)C(C(=O)OC)CO